(3R)-3-({2-[1-(cyclobutylmethyl)-1H-pyrazol-4-yl]-7-(trifluoromethyl)[1,2,4]triazolo[1,5-c]quinazolin-5-yl}amino)azepan-2-one C1(CCC1)CN1N=CC(=C1)C1=NN2C(=NC=3C(=CC=CC3C2=N1)C(F)(F)F)N[C@H]1C(NCCCC1)=O